O[C@@H]1C[C@@H](N(C1)CC=1C=C(C=CC1)C1=C(C=C(C=C1)O)C)C(=O)N[C@@H](C)C1=CC=C(C(=O)O)C=C1 4-((S)-1-((2R,4R)-4-hydroxy-1-((4'-hydroxy-2'-methyl-[1,1'-biphenyl]-3-yl)methyl)pyrrolidine-2-carboxamido)ethyl)benzoic acid